FC(CC(C(CC(F)F)O)O)F bis(2,2-difluoroethyl)ethylene glycol